N-(3-fluoro-4-((1-isopropyl-2-oxo-2,3-dihydro-1H-imidazo[4,5-b]pyridine-7-yl)oxy)phenyl)-1-(4-methoxypyridine-2-yl)-5-(trifluoromethyl)-1H-pyrazole-4-carboxamide FC=1C=C(C=CC1OC1=C2C(=NC=C1)NC(N2C(C)C)=O)NC(=O)C=2C=NN(C2C(F)(F)F)C2=NC=CC(=C2)OC